BrCCC#CC1=CC=CC=2N(C(N(C21)C)=O)C2C(NC(CC2)=O)=O 3-(4-(4-bromobut-1-yn-1-yl)-3-methyl-2-oxo-2,3-dihydro-1H-benzo[d]imidazol-1-yl)piperidine-2,6-dione